BrC1=C2N=C(NC2=CC=C1)CCCCCCCCCCCCCCCCCCCCO bromoaza-indoleeicosanol